COC(C1=NC=CC(=C1)NC(=O)C=1C=NN(C1C(F)(F)F)C1=CN=CC2=CC=CC=C12)=O 4-(1-(isoquinolin-4-yl)-5-(trifluoromethyl)-1H-pyrazole-4-carboxamido)picolinic acid methyl ester